C[C@@]12C[C@H](N([C@H]2C1)C(CNC(CCCCC1=CC=CC=C1)=O)=O)C(=O)O (1S,3S,5S)-5-methyl-2-((5-phenylpentanoyl)glycyl)-2-azabicyclo[3.1.0]hexane-3-carboxylic acid